[N+](=O)([O-])C1=C(C=CC=C1)N[C@@H](CO)C(=O)OC#N 2-nitrophenyl-seryl cyanate